ClC=1C(=NC=CC1)O[C@@H]1CN(CC1)C1=C(C=C(C(=O)NC2=CC=CC=C2)C=C1)C=COC (S)-4-(3-(3-chloropyridin-2-yloxy)pyrrolidin-1-yl)-3-(2-methoxyvinyl)-N-phenylbenzamide